4-(6-((4-cyano-2-fluorobenzyl)oxy)-5-fluoropyridin-2-yl)piperidine-1-carboxylic acid tert-butyl ester C(C)(C)(C)OC(=O)N1CCC(CC1)C1=NC(=C(C=C1)F)OCC1=C(C=C(C=C1)C#N)F